ethyl 3-(3,3-difluoro-3-(phenylsulfonyl)prop-1-en-2-yl)-1-((3,3-difluorocyclobutyl)methyl)-4-methyl-1H-pyrazole-5-carboxylate FC(C(=C)C1=NN(C(=C1C)C(=O)OCC)CC1CC(C1)(F)F)(S(=O)(=O)C1=CC=CC=C1)F